[Si](C)(C)(C(C)(C)C)O[C@H]1[C@@H](O[C@@H]([C@@]1(O)I)CO[Si](C)(C)C(C)(C)C)N1C(=O)N=C(NC(C2=CC=C(C=C2)OC)(C2=CC=C(C=C2)OC)C2=CC=CC=C2)N=C1 1-(2',5'-bis-O-(tert-butyldimethylsilyl)-3'-iodo-β-D-xylofuranosyl)-4-N-(4,4'-dimethoxytrityl)-5-azacytosine